((3S,7aR)-7a-((trityloxy) methyl) hexahydro-1H-pyrrolizin-3-yl) methyldimethylcarbamate CCN(C(O[C@H]1CC[C@]2(CCCN12)COC(C1=CC=CC=C1)(C1=CC=CC=C1)C1=CC=CC=C1)=O)C